N1(CCNCCC1)CCO 2-(1,4-diazepan-1-yl)ethan-1-ol